C(C)N1C(N(C2=NC(=NC=C12)S(=O)C)C1CCOCC1)=O 7-ethyl-2-(methylsulfinyl)-9-(tetrahydro-2H-pyran-4-yl)-7,9-dihydro-8H-purin-8-one